CC(C([N+]#[C-])(C)C)CCCC[N+]#[C-] trimethyl-1,6-diisocyanohexane